2-bromo-3-(phenoxymethyl)pyridine BrC1=NC=CC=C1COC1=CC=CC=C1